(3-fluoro-4-(7-((1-methylpiperidin-4-yl) carbamoyl) benzo[d]imidazo[2,1-b]thiazol-2-yl) phenyl) pyrrolidine-1-carboxylate N1(CCCC1)C(=O)OC1=CC(=C(C=C1)C=1N=C2SC3=C(N2C1)C=CC(=C3)C(NC3CCN(CC3)C)=O)F